FC=1C=C(C(=O)NCC23CCC(CC2)(CC3)C3=NOC(=N3)C3=CC=C(C=C3)O)C=C(C1OCC1=CC=C(C=C1)OC)F 3,5-difluoro-N-({4-[5-(4-hydroxyphenyl)-1,2,4-oxadiazol-3-yl]bicyclo[2.2.2]octan-1-yl}methyl)-4-[(4-methoxyphenyl)methoxy]benzamide